ethyl (2S,4R)-4-((2-azidoethoxy)methyl)-4-fluoropyrrolidine-2-carboxylate HCl salt Cl.N(=[N+]=[N-])CCOC[C@]1(C[C@H](NC1)C(=O)OCC)F